(1,2,5-trimethyl-1H-indol-3-yl)butyric acid CN1C(=C(C2=CC(=CC=C12)C)C(C(=O)O)CC)C